C1(=CC=C(C=C1)N(C1=CC=C(C=C1)C1=CC=CC=C1)C1=CC=C(C=C1)C=1OC(=CC1)C1=CC=C(C=C1)Cl)C1=CC=CC=C1 N-([1,1'-biphenyl]-4-yl)-N-(4-(5-(4-chlorophenyl)furan-2-yl)phenyl)-[1,1'-biphenyl]-4-amine